FC1=CC=C(C=C1)C1=NOC(=N1)C1CCN(CC1)C(CC1=NC=NC=C1C)=O 1-(4-(3-(4-fluorophenyl)-1,2,4-oxadiazol-5-yl)piperidin-1-yl)-2-(5-methylpyrimidin-4-yl)ethan-1-one